N-[4-[4-(2-aminoethyl)anilino]-4-oxo-butyl]-4-[[(3R,4R)-1-(2-cyanoacetyl)-4-methyl-3-piperidyl]-methyl-amino]pyrrolo[2,3-d]pyrimidine-7-carboxamide hydrochloride Cl.NCCC1=CC=C(NC(CCCNC(=O)N2C=CC3=C2N=CN=C3N(C)[C@H]3CN(CC[C@H]3C)C(CC#N)=O)=O)C=C1